BrC1CCC=2C(=NN=C(C21)Cl)Cl 5-bromo-1,4-dichloro-6,7-dihydro-5H-cyclopenta[d]pyridazine